O1CCN(CC1)C=1C=2N(C=C(N1)N/N=C/C=1C=C(C=CC1)C)C=C(N2)C(=O)N 8-morpholino-6-[(2E)-2-(m-tolylmethylene)hydrazino]imidazo[1,2-a]pyrazine-2-carboxamide